2-(methylsulfanyl)-6H-pyrido[4,3-d]pyrimidin-5-one CSC=1N=CC2=C(N1)C=CNC2=O